C(C=C)C1=C(C=CC(=C1)F)N1CN(C(C2=CC=C(C(=C12)[2H])C(F)(F)F)=O)C=1C(=NC(=CC1)OC)CCC=C 1-(2-Allyl-4-fluorophenyl)-3-(2-(but-3-en-1-yl)-6-methoxypyridin-3-yl)-7-(trifluoromethyl)-2,3-dihydroquinazolin-4(1H)-one-8-d